2-chloro-4-(4-fluorophenyl)pyrimidineBenzyl-Arginine ClC1(NC=CC(=N1)C1=CC=C(C=C1)F)C1=CC=CC=C1CN[C@@H](CCCNC(N)=N)C(=O)O